BrC1=C(CNC(=O)N2CCNCC2)C=CC=C1 N-(2-bromobenzyl)piperazine-1-carboxamide